FC1=CC(=CC2=CN(N=C12)C)NC(=O)N1CCC=2C1=NC=CC2C2CNCC2 N-(7-fluoro-2-methyl-2H-indazol-5-yl)-4-(pyrrolidin-3-yl)-2,3-dihydro-1H-pyrrolo[2,3-b]pyridine-1-carboxamide